4-((1R,3s,5S,6r)-6-(3-(5-fluoropyridin-3-yl)-1-isopropyl-1H-pyrazol-5-yl)bicyclo[3.1.0]hexane-3-yl)-1,4-oxaazepane FC=1C=C(C=NC1)C1=NN(C(=C1)C1[C@H]2CC(C[C@@H]12)N1CCOCCC1)C(C)C